C(C)(=O)C1=C(NC2=C(C=CC(=C2C1=O)Cl)Br)S(=O)CC1=NON=C1C 3-acetyl-8-bromo-5-chloro-2-(((4-methyl-1,2,5-oxadiazol-3-yl)methyl)sulfinyl)quinolin-4(1H)-one